[Cl-].C(C)C(C(=O)N)=C 2-ethyl-acrylamide chloride